COCCOC=1C=CC2=C(N=C(S2)N)C1 5-(2-methoxyethoxy)benzo[d]thiazol-2-amine